5-(2-(4-(1-(benzylamino)ethyl)phenylamino)-5-methylpyrimidin-4-ylamino)benzo[d]oxazol-2(3H)-one C(C1=CC=CC=C1)NC(C)C1=CC=C(C=C1)NC1=NC=C(C(=N1)NC=1C=CC2=C(NC(O2)=O)C1)C